ClC1=CC=C2C(=CNC2=C1)S(=O)(=O)NC1=NC=C(C(=N1)OC)CC(F)F 6-chloro-N-[5-(2,2-difluoroethyl)-4-methoxy-pyrimidin-2-yl]-1H-indole-3-sulfonic acid amide